FC(CCC(=O)N1CCC2(CC1)CCC(CC2)N(C=2C1=C(N=CN2)NC=C1)C)(F)F 4,4,4-Trifluoro-1-{9-[methyl(7H-pyrrolo[2,3-d]pyrimidin-4-yl)amino]-3-azaspiro[5.5]undec-3-yl}butan-1-on